pyrazolo[1,5-a]pyrimidine-3-carboxylic acid {3-(5-chloro-2-difluoromethoxyphenyl)-1-[2-(5-cyclopropylmethyl-hexahydropyrrolo[3,4-c]pyrrol-2-yl)-2-oxoethyl]-1H-pyrazol-4-yl} amide ClC=1C=CC(=C(C1)C1=NN(C=C1NC(=O)C=1C=NN2C1N=CC=C2)CC(=O)N2CC1CN(CC1C2)CC2CC2)OC(F)F